citraconyl-CoA C(\C(\C)=C/C(=O)O)(=O)SCCNC(CCNC([C@@H](C(COP(OP(OC[C@@H]1[C@H]([C@H]([C@@H](O1)N1C=NC=2C(N)=NC=NC12)O)OP(=O)(O)O)(=O)O)(=O)O)(C)C)O)=O)=O